S1C2=C(C=C1)C=C(C=C2)CNC(=O)[C@@H]2CN(CC2)C=2C=1C(N=CN2)=NN(C1)C1=CC(=C(C=C1)C)F (S)-N-(benzo[b]thiophen-5-ylmethyl)-1-(2-(3-fluoro-4-methylphenyl)-2H-pyrazolo[3,4-d]pyrimidin-4-yl)pyrrolidine-3-carboxamide